2-[4-[2-[4-(N-phenylanilino)phenyl]ethynyl]phenyl]benzofuran-6-carbaldehyde C1(=CC=CC=C1)N(C1=CC=CC=C1)C1=CC=C(C=C1)C#CC1=CC=C(C=C1)C=1OC2=C(C1)C=CC(=C2)C=O